N-(1-methyl-3-(pyridin-2-yl)-1H-pyrazol-4-yl)-1',2',3',6'-tetrahydro-[2,4'-bipyridine]-6-carboxamide CN1N=C(C(=C1)NC(=O)C1=CC=CC(=N1)C=1CCNCC1)C1=NC=CC=C1